C1(CC1)CCOC1=CC=2CN(N3C(C2C2=C1OCC2)=CC(C(=C3)C(=O)O)=O)C3=CC=CC=C3 4-(2-Cyclopropylethoxy)-11-oxo-7-phenyl-2,6,7,11-tetrahydro-1H-furo[2,3-H]pyrido[2,1-a]phthalazine-10-carboxylic acid